5-amino-4-(1-((4-(((tert-butoxycarbonyl)amino)methyl)-phenoxy)methyl)-4-oxo-4H-thieno[3,4-c]pyrrol-5(6H)-yl)-5-oxopentanoic acid NC(C(CCC(=O)O)N1CC=2C(C1=O)=CSC2COC2=CC=C(C=C2)CNC(=O)OC(C)(C)C)=O